C(CCCC#C)NC(OC(C)(C)C)=O tert-butyl N-(hex-5-yn-1-yl)carbamate